NC1=NN(C2=C1C(N(C=C2)CC(F)(F)F)=O)CC 3-Amino-1-ethyl-5-(2,2,2-trifluoroethyl)-1,5-dihydro-4H-pyrazolo[4,3-c]pyridin-4-one